FC(CO)(C1=C(C(=CC=C1)[C@@H](C)NC1=NC(=NC2=C3C(=C(C=C12)N[C@@H]1COCC1)CCC3)C)F)F 2,2-difluoro-2-(2-fluoro-3-((R)-1-((2-methyl-6-(((S)-tetrahydrofuran-3-yl)amino)-8,9-dihydro-7H-cyclopenta[h]quinazolin-4-yl)amino)ethyl)phenyl)ethan-1-ol